FC1=C(C=CC(=C1)[N+](=O)[O-])N1CCC2(CCN(CC2)CCO)CC1 2-(9-(2-fluoro-4-nitrophenyl)-3,9-diazaspiro[5.5]undecan-3-yl)ethan-1-ol